2-ethyl-3-hydroxy-2-Propenoic acid C(C)C(C(=O)O)=CO